C(C=C)(=O)N1[C@@H](CCC1)COC=1C(=NC=NC1N)C=1C(=C(C=C(C1)F)N1C(C2=CC=C(C=C2CC1)C1CC1)=O)CO (S)-2-(3-(5-((1-propenoylpyrrolidin-2-yl)methoxy)-6-aminopyrimidin-4-yl)-5-fluoro-2-(hydroxymethyl)phenyl)-6-cyclopropyl-3,4-dihydroisoquinolin-1(2H)-one